(R)-1-(PYRIDIN-2-YL)PENT-4-ENE-1-SULFONAMIDE N1=C(C=CC=C1)[C@@H](CCC=C)S(=O)(=O)N